heptadecan-9-yl 6-((4-((4-(decyloxy)-4-oxobutyl)(2-hydroxyethyl)amino)butyl)amino)hexanoate C(CCCCCCCCC)OC(CCCN(CCCCNCCCCCC(=O)OC(CCCCCCCC)CCCCCCCC)CCO)=O